FC(C(=O)OCC)F ethyl 2,2-difluoroacetate